(Z)-3-(dimethylamino)-1-(o-tolyl)propanediol CN(CCC(O)(O)C1=C(C=CC=C1)C)C